NCCCOC1=CC=C(C=C1)C[C@@H](C(=O)O)NC (S)-3-(4-(3-aminopropoxy)phenyl)-2-(methylamino)propanoic acid